8-chloro-3-(5-(difluoromethyl)-1,3,4-thiadiazol-2-yl)-N-(1-(difluoromethyl)cyclopropyl)imidazo[1,2-a]pyridine-6-sulfonamide ClC=1C=2N(C=C(C1)S(=O)(=O)NC1(CC1)C(F)F)C(=CN2)C=2SC(=NN2)C(F)F